C[SiH](C)[Hf](C1C(=C(C(=C1C)C)C)C)C1C(=CC2=C(C=3CCCC3C=C12)C1=CC=C(C=C1)C(C)(C)C)C dimethylsilyl(4-(4-(tert-butyl)phenyl)-2-methyl-1,5,6,7-tetrahydro-s-indacenyl)(2,3,4,5-tetramethylcyclopentadienyl)hafnium